N-(4-chlorobenzyl)-N-methylamine ClC1=CC=C(CNC)C=C1